1-(4-(6-((4-(2-(dimethylamino)-4-methylthiazol-5-yl)-5-fluoropyrimidin-2-yl)amino)pyridin-3-yl)piperazin-1-yl)ethan-1-one CN(C=1SC(=C(N1)C)C1=NC(=NC=C1F)NC1=CC=C(C=N1)N1CCN(CC1)C(C)=O)C